(4-benzofuran-2-yl-phenyl)-(4-benzoxazol-2-yl-phenyl)-(4'-dibenzofuran-3-yl-biphenyl-4-yl)amine O1C(=CC2=C1C=CC=C2)C2=CC=C(C=C2)N(C2=CC=C(C=C2)C2=CC=C(C=C2)C=2C=CC1=C(OC3=C1C=CC=C3)C2)C2=CC=C(C=C2)C=2OC3=C(N2)C=CC=C3